perfluoro(2-methylene)-1,3-dioxolane FC1(OC(OC1(F)F)=C(F)F)F